FC1=CC=C(C=C1)NC(=O)C1(CC1)C(=O)NC1=CC=C(C=C1)OC1=CC=NC2=CC(=CC=C12)C=1C=NC(=CC1)OC(C)C 1-N'-(4-fluorophenyl)-1-N-[4-[7-(6-propan-2-yloxypyridin-3-yl)quinolin-4-yl]oxyphenyl]cyclopropane-1,1-dicarboxamide